4-amino-8-bromo-N-cyclopropylisoquinoline-3-carboxamide NC1=C(N=CC2=C(C=CC=C12)Br)C(=O)NC1CC1